Methyl (5-(2,3-dimethoxy-5-((4-oxo-3,4-dihydrophthalazin-yl)methyl)phenyl)-1H-benzoimidazol-2-yl)carbamate COC1=C(C=C(C=C1OC)CC1=NNC(C2=CC=CC=C12)=O)C1=CC2=C(NC(=N2)NC(OC)=O)C=C1